oxiran-2-ylmethyl 2-methyl-prop-2-enoate CC(C(=O)OCC1OC1)=C